2-[3-benzyl-5-(6-methyl-2-pyridyl)triazol-4-yl]-7-[4-(4-methylpiperazin-1-yl)-1-piperidyl]-1,5-naphthyridine C(C1=CC=CC=C1)N1N=NC(=C1C1=NC2=CC(=CN=C2C=C1)N1CCC(CC1)N1CCN(CC1)C)C1=NC(=CC=C1)C